ClC1=CC=C(C=C1)C(C#N)C#N 2-(4-chlorophenyl)malononitrile